1-(4-Chloro-1H-benzoimidazol-2-yl)-1H-pyrazole ClC1=CC=CC=2NC(=NC21)N2N=CC=C2